4-(triethoxysilylmethyl)-4H-1,2,4-triazole C(C)O[Si](OCC)(OCC)CN1C=NN=C1